1-{1-[1-(2-fluorophenyl)-1H-pyrazol-4-yl]Propyl}-3-[2-(trifluoromethyl)pyrimidin-5-yl]-1H-pyrazolo[3,4-d]Pyrimidin-4-amine FC1=C(C=CC=C1)N1N=CC(=C1)C(CC)N1N=C(C=2C1=NC=NC2N)C=2C=NC(=NC2)C(F)(F)F